7-(((3ar,4r,5ar,6s,8ar)-2,2-dimethyl-4-(4-methyl-7H-pyrrolo[2,3-d]pyrimidin-7-yl)hexahydrocyclopenta[2,3]furo[3,4-d][1,3]dioxol-6-yl)methyl)-3-fluoro-1,5-naphthyridin-2-amine CC1(O[C@@H]2[C@]3(O1)[C@H](O[C@H]2N2C=CC1=C2N=CN=C1C)[C@@H](CC3)CC3=CN=C1C=C(C(=NC1=C3)N)F)C